(1S,3aR,6aS)-N-(3-chloro-4-fluorophenyl)-2-(3-cyano-6-methyl-4-(trifluoromethyl)pyridin-2-yl)-N-methyloctahydrocyclopenta[c]pyrrole-1-carboxamide ClC=1C=C(C=CC1F)N(C(=O)[C@H]1N(C[C@H]2[C@@H]1CCC2)C2=NC(=CC(=C2C#N)C(F)(F)F)C)C